C(C)NC(=O)C1=NOC(=C1C1=CC=C(C=C1)CN1CCOCC1)C1=C(C=C(C(=C1)CC(C)C)OCC1=CC=CC=C1)OCC1=CC=CC=C1 5-(2,4-Bis-benzyloxy-5-isobutyl-phenyl)-4-(4-morpholin-4-ylmethyl-phenyl)-isoxazole-3-carboxylic Acid Ethylamide